6-((2-fluoro-6-(pyrrolidin-1-ylmethyl)benzyl)amino)-N-(6-fluoropyridin-2-yl)-2-methylpyridine-3-sulfonamide FC1=C(CNC2=CC=C(C(=N2)C)S(=O)(=O)NC2=NC(=CC=C2)F)C(=CC=C1)CN1CCCC1